CC(C(CC)=O)C(C(CC=C(C)C)C)=O 4,6,9-trimethyl-8-decene-3,5-dione